(R)-3-(isoquinolin-4-yl)-2-oxo-1-(5-(trifluoromethyl)pyridazin-3-yl)imidazoline-4-carbonitrile C1=NC=C(C2=CC=CC=C12)N1C(N(C[C@@H]1C#N)C=1N=NC=C(C1)C(F)(F)F)=O